BrC1=C(C(=CC(=C1F)Br)F)O 2,4-dibromo-3,6-difluorophenol